P(=O)(O)([O-])[O-].[Na+].[Na+] Dinatrium hydrogen-phosphat